1H-pyrrolo[3,4-c]pyridine-2(3H)-carboxamide C1N(CC=2C=NC=CC21)C(=O)N